ethoxy-[2,3'-bipyridine]-6-carboxamide C(C)OC=1C(=NC(=CC1)C(=O)N)C=1C=NC=CC1